COC1=CC=CC=2C=3N(C(=NC12)N)N=C(N3)[C@H]3CN(CCC3)C(=O)C3=CC(=CC=C3)OC 7-methoxy-2-((3R)-1-((3-methoxyphenyl)carbonyl)piperidin-3-yl)[1,2,4]triazolo[1,5-c]quinazolin-5-amine